N1=CC=C(C=C1)CC(=O)N1CCC2(C(C2)CNC(=O)N2CC=3C=NC=CC3C2)CC1 N-[[6-[2-(4-pyridyl)acetyl]-6-azaspiro[2.5]octan-2-yl]methyl]-1,3-dihydropyrrolo[3,4-c]pyridine-2-carboxamide